FC1=C(CN2C(N(C(C3=C2SC(=C3CN(C)C)C3=CC=C(C=C3)[N+](=O)[O-])=O)C3=NC=C(C=C3)OCC3COC3)=O)C(=CC=C1)F 1-(2,6-difluorobenzyl)-5-((dimethylamino)methyl)-6-(4-nitrophenyl)-3-(5-(oxetan-3-ylmethoxy)pyridin-2-yl)thieno[2,3-d]pyrimidine-2,4(1h,3h)-dione